[Si](C)(C)(C(C)(C)C)OC1CCC(CC1)C(=O)OC methyl (1s,4s)-4-((tert-butyldimethylsilyl)-oxy)cyclohexane-1-carboxylate